CN([C@@H](CC1=C(C=C(C(=O)NC)C=C1)C)CNC(C[C@@H](CC(C)C)C=1C=NC=CC1)=O)C 4-((S)-2-(dimethylamino)-3-((R)-5-methyl-3-(pyridin-3-yl)hexanamido)propyl)-N,3-dimethylbenzamide